acetyl-propionic acid nicotine salt N1=CC=CC(=C1)C1N(C)CCC1.C(C)(=O)C(C(=O)O)C